(S)-2-(diphenyl((trimethylsilyl)oxy)methyl)pyrrolidine C1(=CC=CC=C1)C([C@H]1NCCC1)(O[Si](C)(C)C)C1=CC=CC=C1